NCCCN1CCC(CC1)CCNC(OC(C)(C)C)=O tert-butyl (2-(1-(3-aminopropyl)piperidin-4-yl)ethyl)carbamate